tert-butyl 7-(3-ethoxy-1-(4-methyl-1-(5-(piperazin-1-yl)pentyl)-1H-benzo[d][1,2,3]triazol-5-yl)-3-oxopropyl)-3,4-dihydroisoquinoline-2(1H)-carboxylate C(C)OC(CC(C1=C(C2=C(N(N=N2)CCCCCN2CCNCC2)C=C1)C)C1=CC=C2CCN(CC2=C1)C(=O)OC(C)(C)C)=O